3-(5-Amino-6-(pyridin-4-yl)pyrazin-2-yl)-N-(4-hydroxybicyclo[2.2.1]heptan-1-yl)-4-methylbenzenesulfonamide Trifluoroacetate Salt FC(C(=O)O)(F)F.NC=1N=CC(=NC1C1=CC=NC=C1)C=1C=C(C=CC1C)S(=O)(=O)NC12CCC(CC1)(C2)O